BrC=1C=C(C=CC1)NC1=NC(=C(C=2N=C(N=CC21)S(=O)C)F)Cl N-(3-bromophenyl)-7-chloro-8-fluoro-2-methanesulfinylpyrido[4,3-d]pyrimidin-5-amine